C([C@@H]1[C@H]([C@@H]([C@H]([C@H](O1)O)O)O)O)O alpha-D(+)-glucose